2-(4-bromo-2-pyridyl)propan-2-ol BrC1=CC(=NC=C1)C(C)(C)O